2-((4-(pyridin-4-yl)piperazin-1-yl)methyl)pyrazolo[1,5-a]pyridine 2,2,2-trifluoroacetate FC(C(=O)O)(F)F.N1=CC=C(C=C1)N1CCN(CC1)CC1=NN2C(C=CC=C2)=C1